Tetravinyl-phosphonium chloride [Cl-].C(=C)[P+](C=C)(C=C)C=C